C(C1=CC=CC=C1)N(S(=O)(=O)N(C)CC1=C(N=NN1C)C1=CC=C(C(=N1)C)O[C@@H]1C[C@H](CCC1)C(=O)O)C (1S,3S)-3-((6-(5-(((N-benzyl-N-methyl-sulfamoyl)(methyl)amino)methyl)-1-methyl-1H-1,2,3-triazol-4-yl)-2-methylpyridin-3-yl)oxy)cyclohexane-1-carboxylic acid